OC(C)(C)C1=CC(=NC=C1)C(=O)O 4-(2-hydroxypropan-2-yl)picolinic acid